OC1CC2(C3CCC4(C(CCC4(C3=CC(C2CC1O)=O)O)C(CN1CC(CC1)O)=O)C)C 2,3,14-trihydroxy-17-[2-(3-hydroxypyrrolidin-1-yl)acetyl]-10,13-dimethyl-2,3,4,5,9,11,12,15,16,17-decahydro-1H-cyclopenta[a]phenanthren-6-one